2-(((2R,3S,4R,5R)-5-(6-amino-2-chloro-9H-purin-9-yl)-3-ethynyl-3,4-dihydroxytetrahydrofuran-2-yl)methoxy)-2-(4-(1-ethyl-2-oxo-1,2-dihydropyridin-3-yl)benzyl)malonic acid NC1=C2N=CN(C2=NC(=N1)Cl)[C@H]1[C@@H]([C@@]([C@H](O1)COC(C(=O)O)(C(=O)O)CC1=CC=C(C=C1)C=1C(N(C=CC1)CC)=O)(O)C#C)O